C[Si](OCCS)(OCCS)C1=CC=CC=C1 2,2'-[(methylphenylsilylene)bis(oxy)]bis-ethanethiol